Cl.NC(CCCCB(O)O)C1=NN=NN1CC(NCC1=C(C(=C(C(=C1)F)F)F)F)=O (5-amino-5-(1-(2-oxo-2-((2,3,4,5-tetrafluorobenzyl)amino)ethyl)-1H-tetrazol-5-yl)pentyl)boronic acid hydrochloride